CC1=NN(C=C1N1CCN(CC1)C(=O)OC(C)(C)C)C1=CC=C(C=C1)OC(F)(F)F tert-butyl 4-[3-methyl-1-[4-(trifluoromethoxy)phenyl]pyrazol-4-yl]piperazine-1-carboxylate